1,3,5,6-O-tetranonoyl-sorbitol C(CCCCCCCC)(=O)C(O)[C@H](O)[C@@](O)([C@H](O)[C@](O)(COC(CCCCCCCC)=O)C(CCCCCCCC)=O)C(CCCCCCCC)=O